4-{[4-(azetidin-3-ylamino)butyl]-amino}-5-chloro-2-fluoro-N-1,2,4-thiadiazol-5-ylbenzenesulfonamide N1CC(C1)NCCCCNC1=CC(=C(C=C1Cl)S(=O)(=O)NC1=NC=NS1)F